C(C)(C)OC(CCS)=O 3-Mercaptopropionic acid isopropyl ester